FC=1C=C(C=C(C1[C@@H]1N([C@@H](CC2=C1NC1=CC=CC=C21)C)CC(F)(F)F)F)N[C@@H]2CN(C[C@H]2F)CCCF trans-N-(3,5-difluoro-4-((1S,3R)-3-methyl-2-(2,2,2-trifluoroethyl)-2,3,4,9-tetrahydro-1H-pyridino[3,4-b]indol-1-yl)phenyl)-4-fluoro-1-(3-fluoropropyl)pyrrolidin-3-amine